C(C#CC#CCOC[C@H](C1=CC=CC=C1)C1CC(C(N2C(S1)CC(C2C(=O)N)(C)C)=O)NC([C@H](C)NC)=O)OC[C@H](C2=CC=CC=C2)C2CC(C(N1C(S2)CC(C1C(=O)N)(C)C)=O)NC([C@H](C)NC)=O (1S,1'S)-(hexa-2,4-diyne-1,6-diylbis(oxy))bis(1-phenylethane-2,1-diyl)bis(8,8-dimethyl-4-((S)-2-(methylamino)propanamido)-5-oxooctahydropyrrolo[2,1-b][1,3]thiazepine-7-carboxamide)